rac-1-(pyridin-2-yl)propan-2-amine N1=C(C=CC=C1)C[C@@H](C)N |r|